5-(4-{[(10E)-1-oxooctadec-9-enyl] oxy} butyl)-11,14-dimethyl-7-oxo-6-oxa-8,11,14-triazapentadec-1-yl (10E)-octadec-9-enoate C(CCCCCCC\C=C\CCCCCCCC)(=O)OCCCCC(OC(NCCN(CCN(C)C)C)=O)CCCCOC(CCCCCCC\C=C\CCCCCCCC)=O